ClC(Cl)(Cl)OC(OC(Cl)(Cl)Cl)=O Bis-Trichloromethylcarbonat